CC(CC1=CC=C(C(=O)O)C=C1)C1=CC=C(C(=O)O)C=C1 4,4'-(methylethylene)bis[benzoic acid]